2-hydroxypropione OC(C)C(=O)CC